3-cyclopentyl-5-(p-tolyl)isoxazolo[4,5-d]pyrimidin-7(6H)-one C1(CCCC1)C1=NOC2=C1N=C(NC2=O)C2=CC=C(C=C2)C